4-hydroxy-N,N-diiso-propyltryptamine OC=1C=CC=C2NC=C(CCN(C(C)C)C(C)C)C12